[1-(dimethylamino)-1-oxo-3-phenyl-2-propanol] carbamate C(N)(=O)OC(C(=O)N(C)C)CC1=CC=CC=C1